(1R,2R)-N-(4-chloro-5-(propanoyl-3,3,3-d3)pyridin-2-yl)-2-fluorocyclopropane-1-carboxamide ClC1=CC(=NC=C1C(CC([2H])([2H])[2H])=O)NC(=O)[C@@H]1[C@@H](C1)F